FC1=C(C=C(C(=C1)[C@H]1[C@H](CCC2=CC(=CC=C12)O)C1=CC=CC=C1)OC)N1CC(C1)CC=O 2-(1-(2-fluoro-4-((1S,2S)-6-hydroxy-2-phenyl-1,2,3,4-tetrahydronaphthalen-1-yl)-5-methoxyphenyl)azetidin-3-yl)acetaldehyde